Cl.C(C)(C)C1=NOC(=N1)C1CCNCC1 4-(3-isopropyl-1,2,4-oxadiazol-5-yl)piperidine hydrochloride